C(C1=CC=CC=C1)OC=1C(=NC=C(C1)OC)C#CC1SC=2C(=N1)N=C(N2)OC 2-((3-(benzyloxy)-5-methoxypyridin-2-yl)ethynyl)-5-methoxyimidazo[5,4-d]Thiazole